2-[(4-iodopyrazol-1-yl)methyl]thietane 1,1-dioxide IC=1C=NN(C1)CC1S(CC1)(=O)=O